C1(=CC(=CC=C1)N1C2=CC=CC=C2C=2C=CC=CC12)C1=CC=CC=C1 9-[1,1'-biphenyl]-3-yl-9H-carbazole